4-(dimethylamino)-2-isooctyl benzoate C(C1=CC=CC=C1)(=O)OC(C)CC(CC(C)C)N(C)C